nitro-tert-butoxycarbonyl-aspartic acid-1-methyl ester nitrogen [N].COC([C@@H](N(C(=O)OC(C)(C)C)[N+](=O)[O-])CC(=O)O)=O